ClC1=C(C(=O)NC=2C=C3C=C(N(C3=CC2)CCOC)C(=O)NC2=CC=C(C=C2)OC(F)(F)F)C=C(C=C1)CNC(C(C)C)=O 5-(2-chloro-5-(isobutyrylaminomethyl)benzoylamino)-1-(2-methoxyethyl)-N-(4-(trifluoromethoxy)phenyl)-1H-indole-2-carboxamide